N4-(5-amino-2-fluorophenyl)-5-chloro-N2-(5-(methoxymethyl)-1-methyl-1H-pyrazol-3-yl)pyrimidine-2,4-diamine NC=1C=CC(=C(C1)NC1=NC(=NC=C1Cl)NC1=NN(C(=C1)COC)C)F